C1(CC1)C1=C(C(=NO1)C1=C(C=CC=C1Cl)Cl)CO[C@H]1[C@@H]2CN([C@H](C1)C2)C2=C(C=C(C#N)C=C2F)F 4-[(1S,4S,5R)-5-{[5-cyclopropyl-3-(2,6-dichlorophenyl)-1,2-oxazol-4-yl]methoxy}-2-azabicyclo[2.2.1]heptan-2-yl]-3,5-difluorobenzonitrile